(2-((2R,3S,4S,5S,6R)-6-(4-(3-(hex-5-yn-1-yl)thioureido)phenoxy)-3,4,5-trihydroxytetrahydro-2H-pyran-2-yl)ethyl)phosphonic acid C(CCCC#C)NC(NC1=CC=C(O[C@@H]2[C@H]([C@H]([C@@H]([C@H](O2)CCP(O)(O)=O)O)O)O)C=C1)=S